7-Chloroisobenzofuran-1(3H)-one ClC=1C=CC=C2COC(C12)=O